N-(5-(3-fluoro-4-(4-((2-fluoro-5-(trifluoromethoxy)benzyl)carbamoyl)-1H-1,2,3-triazol-1-yl)butyl)-1,3,4-thiadiazol-2-yl)isonicotinamide FC(CCC1=NN=C(S1)NC(C1=CC=NC=C1)=O)CN1N=NC(=C1)C(NCC1=C(C=CC(=C1)OC(F)(F)F)F)=O